C(#N)C=1C(=NC(=C(C1CC)C#N)N1CCN(CCC1)CCC)SC(C(=O)N)C1=CC=CC=C1 (3,5-dicyano-4-ethyl-6-(4-propyl-1,4-diazepan-1-yl)pyridin-2-yl)thio-2-phenyl-acetamide